CC1=C(N)C=CC(=C1)C1=CN=CO1 2-methyl-4-(oxazol-5-yl)aniline